4-bromo-6-methyl-1-(tetrahydro-2H-pyran-4-yl)indoline-2,3-dione BrC1=C2C(C(N(C2=CC(=C1)C)C1CCOCC1)=O)=O